The molecule is a gulonic acid formed by oxidising the aldehyde group of L-gulose to a carboxylic acid group. It is a conjugate acid of a L-gulonate. It is an enantiomer of a D-gulonic acid. C([C@@H]([C@H]([C@@H]([C@@H](C(=O)O)O)O)O)O)O